CC1=C(C=C(C=C1)NC(C1=CC=CC=C1)=O)NC1=NC=CC=C1C1=C2N=CN(C2=NC=N1)C1OCCCC1 N-(4-methyl-3-((3-(9-(tetrahydro-2H-pyran-2-yl)-9H-purin-6-yl)pyridin-2-yl)amino)phenyl)benzamide